(6-(3-bromo-2-chlorophenyl)-2-methoxy-4-methylpyridin-3-yl)methanol BrC=1C(=C(C=CC1)C1=CC(=C(C(=N1)OC)CO)C)Cl